C1(CCC1)N([C@@H]1CC[C@H](CC1)N(C1=C(C(N(C=2C=CC(=NC12)C#N)C)=O)C#N)C)C1=CC=C(C=C1)F trans-8-((4-(cyclobutyl(4-fluorophenyl)amino)cyclohexyl)(methyl)amino)-5-methyl-6-oxo-5,6-dihydro-1,5-naphthyridine-2,7-dicarbonitrile